CN1C(NC2=NC(=CC=C21)C2=CC=CC=C2)=O 1-methyl-5-phenyl-3H-imidazo[4,5-b]pyridin-2-one